C(C)(C)(C)OC(=O)N1CC(C(CC1)CCOC1CCC(CC1)N)(F)F 4-(2-(((1r,4r)-4-aminocyclohexyl)oxy)ethyl)-3,3-difluoropiperidine-1-carboxylic acid tert-butyl ester